C(C)(=O)OCCCC(CCCC)C 4-Methyloctyl acetate